COC1=CC=2N(C=C1SC1=CC=NN1C)C=CN2 7-methoxy-6-((1-methyl-1H-pyrazol-5-yl)thio)imidazo[1,2-a]pyridine